5-Amino-3-[4-[[(2-methoxybenzoyl)amino]methyl]phenyl]-1-phenyl-pyrazole-4-carboxamide NC1=C(C(=NN1C1=CC=CC=C1)C1=CC=C(C=C1)CNC(C1=C(C=CC=C1)OC)=O)C(=O)N